3-hydroxy-pyridineformyl chloride OC=1C(=NC=CC1)C(=O)Cl